(1R,3R,5S)-bicyclo[3.1.0]hexan-3-yl (4-nitrophenyl) carbonate C(OC1C[C@H]2C[C@H]2C1)(OC1=CC=C(C=C1)[N+](=O)[O-])=O